3-((3R,4S)-1-benzyl-3-methylpiperidin-4-yl)-2-(3-methoxyoxetan-3-yl)-4-methylpyridine C(C1=CC=CC=C1)N1C[C@@H]([C@H](CC1)C=1C(=NC=CC1C)C1(COC1)OC)C